6-((4-((4-ethylbenzyl)oxy)-3-methoxyphenyl)amino)-3-morpholinoquinoxaline-5-carbonitrile C(C)C1=CC=C(COC2=C(C=C(C=C2)NC2=C(C=3N=C(C=NC3C=C2)N2CCOCC2)C#N)OC)C=C1